3-({3-fluoro-4-[5-(trifluoromethyl)-1,2,4-oxadiazol-3-yl]phenyl}methoxy)benzamide FC=1C=C(C=CC1C1=NOC(=N1)C(F)(F)F)COC=1C=C(C(=O)N)C=CC1